ClC1=CC(=C(C=N1)C#CC=1C=CC(=NC1)CN1CCOCC1)F ((5-((6-chloro-4-fluoropyridin-3-yl)ethynyl)pyridin-2-yl)methyl)morpholine